(Z)-3-HYDROXY-2-IODOACROLEIN O\C=C(\C=O)/I